Cl.Cl.O=S1(N(C2=C(OC1CCCNC)C=CC=C2)C=2C=NC1=CC=CC=C1C2)=O 3-[2,2-dioxo-1-(quinolin-3-yl)-1H-4,2,1-benzooxathiazin-3-yl]-N-methylpropan-1-amine dihydrochloride